FC1=CC=C(C(=N1)S(=O)(=O)N)O[C@H](C)C=1C=C(C=C2C(C(=C(OC12)C=1C=C2C(=NC1)C=CO2)C)=O)C 6-Fluoro-3-[(1R)-1-(2-furo[3,2-b]pyridin-6-yl-3,6-dimethyl-4-oxo-chromen-8-yl)ethoxy]pyridine-2-sulfonamide